BrC1=NC(=CC(=N1)Cl)Cl 2-bromo-4,6-dichloropyrimidine